ClC=1C=C(C=C(C1)Cl)C1(CC(=NO1)C1=CC(=C(C(=O)NC2=CC(=NN2C2=CC=CC=C2)C)C=C1)C)C(F)(F)F 4-(5-(3,5-dichlorophenyl)-5-(trifluoromethyl)-4,5-dihydroisoxazol-3-yl)-2-methyl-N-(3-methyl-1-phenyl-1H-pyrazol-5-yl)benzamide